6-(5-((3-methylpyridin-2-yl)amino)-1,2,4-thiadiazol-3-yl)nicotinic acid CC=1C(=NC=CC1)NC1=NC(=NS1)C1=NC=C(C(=O)O)C=C1